6-fluoro-2-[[(1R,3S)-3-[[6-oxo-5-(trifluoromethyl)-1-(2-trimethylsilylethoxymethyl)pyridazin-4-yl]amino]cyclohexyl]methyl]-5-[5-(trifluoromethyl)pyrimidin-2-yl]isoindolin-1-one FC1=C(C=C2CN(C(C2=C1)=O)C[C@H]1C[C@H](CCC1)NC=1C=NN(C(C1C(F)(F)F)=O)COCC[Si](C)(C)C)C1=NC=C(C=N1)C(F)(F)F